FC=1C(=C(C=CC1)N1CCN(CC1)C[C@@H](CCNC(=O)N1CC=2C=NC=CC2C1)O)OC (R)-N-(4-(4-(3-Fluoro-2-methoxyphenyl)piperazin-1-yl)-3-hydroxybutyl)-1,3-dihydro-2H-pyrrolo[3,4-c]pyridine-2-carboxamide